C1(CC1)C1=C(C=C(C=C1OCC)[C@@H](C)NCCCCC1=CC=CC=C1)OCC N-[(1R)-1-(4-cyclopropyl-3,5-diethoxyphenyl)ethyl]-4-phenylbutan-1-amine